C([C@H](C(=O)O)OP(=O)(O)O)O 2-Phospho-D-GLYCERIC ACID